C(C)(C)OC(=O)NC=1C=C(C=NC1)B(O)O (5-((isopropoxycarbonyl)amino)pyridin-3-yl)boronic acid